3-(7-morpholino-2-(pyridin-4-yl)pyrazolo[1,5-a]pyrimidin-5-yl)-1-phenylprop-2-en-1-one O1CCN(CC1)C1=CC(=NC=2N1N=C(C2)C2=CC=NC=C2)C=CC(=O)C2=CC=CC=C2